(1S,3S,4S)-2-((S)-2-bromo-9-hydroxy-9H-fluorene-9-carbonyl)-N-((R)-1-cyano-2-((S)-2-oxopiperidin-3-yl)ethyl)-5,5-difluoro-2-azabicyclo[2.2.2]octane-3-carboxamide BrC1=CC=2[C@@](C3=CC=CC=C3C2C=C1)(C(=O)N1[C@@H]2CC([C@H]([C@H]1C(=O)N[C@H](C[C@H]1C(NCCC1)=O)C#N)CC2)(F)F)O